2-[(3R)-3-methylmorpholin-4-yl]-4-[1-methyl-3-(trifluoromethyl)-1H-pyrazol-4-yl]-8-(1H-pyrazol-5-yl)-1,7-naphthyridine C[C@H]1N(CCOC1)C1=NC2=C(N=CC=C2C(=C1)C=1C(=NN(C1)C)C(F)(F)F)C1=CC=NN1